BrC=1C=CC(=NC1)N1CCC2(CC1)CCN(CC2)C2=CC=C(C(=O)OC(C)(C)C)C=C2 tert-butyl 4-[3-(5-bromo-2-pyridyl)-3,9-diazaspiro[5.5]undecan-9-yl]benzoate